4-(cyclopropylmethyl)-1-[(4-methoxyphenyl)methyl]pyrazol-3-amine C1(CC1)CC=1C(=NN(C1)CC1=CC=C(C=C1)OC)N